FC1=CC(=C(N)C=C1C1=NC=NN1C)C1=NC=CC=C1 4-fluoro-5-(1-methyl-1,2,4-triazol-5-yl)-2-(pyridin-2-yl)aniline